C(CCCCCCCCCCCCCCC)(=O)OC[C@@H](OC(CCCCCCCCCCCCCCC)=O)COP(=O)([O-])OCC[N+](C)(C)C 1,2-dipalmitoyl-sn-glycero-3-phospho-choline